5-isocyanatophenyl sulfide N(=C=O)C=1C=CC=C(C1)SC1=CC=CC(=C1)N=C=O